1-methyl-8-[[(3R,4R)-1-(4-chloro-2,6-difluorophenyl)-3,4-dihydroxypiperidin-4-yl]methoxy]quinoxalin-2-one CN1C(C=NC2=CC=CC(=C12)OC[C@]1([C@@H](CN(CC1)C1=C(C=C(C=C1F)Cl)F)O)O)=O